(2S,3S)-2-[(3',5'-difluoro[1,1'-biphenyl]-3-yl)methyl]-3-[(ethanesulfonyl)amino]-N-methoxy-N-methylpyrrolidine-1-carboxamide FC=1C=C(C=C(C1)F)C1=CC(=CC=C1)C[C@@H]1N(CC[C@@H]1NS(=O)(=O)CC)C(=O)N(C)OC